methyl 1-(6-chloro-7-(8-ethyl-6-hydroxynaphthalen-1-yl)-8-fluoro-2-(((2R,7aS)-2-fluorotetrahydro-1H-pyrrolizin-7a(5H)-yl)methoxy)quinazolin-4-yl)azepane-4-carboxylate ClC=1C=C2C(=NC(=NC2=C(C1C1=CC=CC2=CC(=CC(=C12)CC)O)F)OC[C@]12CCCN2C[C@@H](C1)F)N1CCC(CCC1)C(=O)OC